COCCN1[C@@H](CN(CC1)C1=CC(=NC=C1)NC=1SC2=NC(=CC=C2N1)C1=CC=NC=C1)C (R)-N-(4-(4-(2-methoxyethyl)-3-methylpiperazin-1-yl)pyridin-2-yl)-5-(pyridin-4-yl)thiazolo[5,4-b]pyridin-2-amine